8-amino-N-(4-{[4-(dimethylamino)piperidin-1-yl]methyl}phenyl)-4,4-dimethyl-4,5-dihydro-1H-pyrazolo[4,3-H]quinazoline-3-carboxamide NC1=NC=2C3=C(C(CC2C=N1)(C)C)C(=NN3)C(=O)NC3=CC=C(C=C3)CN3CCC(CC3)N(C)C